4-(3-(2-ethoxypyridin-3-yl)pyrazolo[1,5-a]pyrimidin-5-yl)piperazine-1-carboxylic acid isopropyl ester C(C)(C)OC(=O)N1CCN(CC1)C1=NC=2N(C=C1)N=CC2C=2C(=NC=CC2)OCC